methyl (Z)-3-methoxy-2-[3-[3-(trifluoromethyl)pyrazol-1-yl]phenoxy]prop-2-enoate CO\C=C(\C(=O)OC)/OC1=CC(=CC=C1)N1N=C(C=C1)C(F)(F)F